C1(CC1)C1=NC2=C(N1)C=C(C=C2C(C2=CC=CC=C2)(C2=CC=CC=C2)O)C2=C(N=NN2C)C (2-cyclopropyl-6-(1,4-dimethyl-1H-1,2,3-triazol-5-yl)-1H-benzo[d]imidazol-4-yl)benzhydrol